NC=1SC=C(N1)C=1C=C(SC1)CNC(=O)[C@H]1N(CC2(OCCO2)C1)C(CNC(C1=CC=C(C=C1)OC1=CC=C(C=C1)F)=O)=O (S)-N-((4-(2-aminothiazol-4-yl)thiophen-2-yl)methyl)-7-((4-(4-fluorophenoxy)benzoyl)glycyl)-1,4-dioxa-7-azaspiro[4.4]nonane-8-carboxamide